FC1=CC=C(C=N1)C1=CC(=NC=C1)N1SC2=C(C1=O)C=CC=C2 2-(6-fluoro-[3,4'-bipyridine]-2'-yl)benzo[d]isothiazol-3(2H)-one